[O-]CCC.C[Al+]C dimethylaluminum n-propoxide